O=C1N(CCC(N1)=O)C1=CC=C(C=C1)NC(CCCCCCCN1CCOCC1)=O N-(4-(2,4-dioxotetrahydropyrimidin-1(2H)-yl)phenyl)-8-morpholinooctaneamide